C[C@H]1N(CCOC1)C=1N=C2N(C(C1)=O)CC[C@H](N2CC=2OC=CN2)C(F)(F)F (S)-2-((R)-3-Methyl-morpholin-4-yl)-9-oxazol-2-ylmethyl-8-trifluoromethyl-6,7,8,9-tetrahydro-pyrimido[1,2-a]-pyrimidin-4-one